SC(COCC(S)S)S 2,2-dimercaptoethyl ether